N-[(7S)-5,6,7,9-tetrahydro-1,2,3,10-tetramethoxy-9-oxobenzo[a]heptalen-7-yl]acetamide COC1=C(C(=CC2=C1C1=CC=C(C(C=C1[C@H](CC2)NC(C)=O)=O)OC)OC)OC